sodium (S)-3-(3',5-dimethoxybiphenyl-3-yl)-3-(3-(1-methyl-4-oxido-2-oxo-1,2-dihydropyridin-3-yl)ureido)propanoate COC=1C=C(C=CC1)C1=CC(=CC(=C1)OC)[C@H](CC(=O)[O-])NC(=O)NC=1C(N(C=CC1[O-])C)=O.[Na+].[Na+]